2-(methylthio)-6-(pyridin-3-yl)-3H-imidazo[4,5-b]pyridine CSC1=NC=2C(=NC=C(C2)C=2C=NC=CC2)N1